ClC1=NC=C(C(=C1)OC)C=1C=NN(C1)C1COC1 2-chloro-4-methoxy-5-(1-(oxetan-3-yl)-1H-pyrazol-4-yl)pyridine